5-(2-((R or S)-3-((R or S)-1-ethoxyethyl)-3-(2-(thiophen-2-yl)ethyl)pyrrolidin-1-yl)propan-2-yl)-2-methylpyridine citrate C(CC(O)(C(=O)O)CC(=O)O)(=O)O.C(C)O[C@H](C)[C@]1(CN(CC1)C(C)(C)C=1C=CC(=NC1)C)CCC=1SC=CC1 |o1:16,18|